CS(=O)(=O)C1=CC(=C(C=C1)NCC#CC=1N(C=2C=CC=C(C2C1)NC1CCC(CC1)N1CC2(COC2)C1)CC(F)(F)F)OCCOC 2-(3-{[4-methane-sulfonyl-2-(2-methoxyethoxy)phenyl]amino}prop-1-yn-1-yl)-N-[(1S,4S)-4-{2-oxa-6-azaspiro[3.3]heptan-6-yl}cyclohexyl]-1-(2,2,2-trifluoroethyl)-1H-indol-4-amine